6-(2-(3-Trifluoromethylphenyl)-5,6-dihydro-4H-pyrrolo[1,2-b]pyrazol-3-yl)quinoxaline FC(C=1C=C(C=CC1)C=1C(=C2N(N1)CCC2)C=2C=C1N=CC=NC1=CC2)(F)F